NC=1N=C(C=C2C=C(N=CC12)NC(=O)[C@@H]1[C@@H]([C@H]1C=1C=NN(C1)C)C)C=1C=NC=CC1C (1R,2R,3R)-N-[8-amino-6-(4-methylpyridin-3-yl)-2,7-naphthyridin-3-yl]-2-methyl-3-(1-methyl-1H-pyrazol-4-yl)cyclopropane-1-carboxamide